C(CCCCC)OCCNCC N-(2-hexoxyethyl)ethylamine